Cl.COC([C@@H](N)COC(C)(C)C)=O O-(tert-butyl)serine methyl ester hydrochloride